8-Bromo-2-methyl-3,4-dihydropyrazino[1,2-b]indazol-1(2H)-one BrC=1C=CC2=C3N(N=C2C1)CCN(C3=O)C